C(C)(C)(C)OC(N(C)C=1N=CC2=CC(=NC=C2C1)C=1C=NC(=CC1C)C(CC1CC1)O)=O.[Si](C)(C)(C(C)(C)C)OCC12CCCN2C(CC1)=O 7a-(((tert-butyldimethylsilyl)oxy)methyl)hexahydro-3H-pyrrolizin-3-one tert-butyl-N-{7-[6-(2-cyclopropyl-1-hydroxyethyl)-4-methylpyridin-3-yl]-2,6-naphthyridin-3-yl}-N-methylcarbamate